N1N=NC(=C1)CNC(=O)[C@H]1N2C3=C(C=CC=C3C1)CC[C@@H](C2=O)NC([C@H](C(C)C)NC(C2=C(C=CC=C2)OC)=O)=O (2S,5S)-5-[(S)-2-(2-Methoxy-benzoylamino)-3-methyl-butyrylamino]-4-oxo-1,2,4,5,6,7-hexahydro-azepino[3,2,1-hi]indole-2-carboxylic acid (1H-[1,2,3]triazol-4-ylmethyl)-amide